FC(C=1C=C(C=CC1)N1C(N([C@H](C1)C#N)C1=CN=CC2=CC=CC=C12)=O)F (R)-1-(3-(difluoromethyl)phenyl)-3-(isoquinolin-4-yl)-2-oxoimidazolidine-4-carbonitrile